tert-Butyl 3,4,4a,5,7,7a-hexahydro-2H-pyrrolo[3,4-b][1,4]oxazine-6-carboxylate O1C2C(NCC1)CN(C2)C(=O)OC(C)(C)C